3-chloro-5-(3-isopropyl-1,2,4-triazol-1-yl)pyridazine ClC=1N=NC=C(C1)N1N=C(N=C1)C(C)C